N-(7-(4,4-difluoropiperidin-1-yl)furo[2,3-c]pyridin-5-yl)-4-(methylsulfonamido)-2-(6-azaspiro[2.5]octan-6-yl)benzamide FC1(CCN(CC1)C=1N=C(C=C2C1OC=C2)NC(C2=C(C=C(C=C2)NS(=O)(=O)C)N2CCC1(CC1)CC2)=O)F